2-(3-((6-cyano-2-((7-methyl-5-(methylsulfonyl)-1H-indol-4-yl)methyl)-2H-indazol-7-yl)oxy)azetidin-1-yl)-3-methoxypropanoic acid C(#N)C=1C=CC2=CN(N=C2C1OC1CN(C1)C(C(=O)O)COC)CC1=C2C=CNC2=C(C=C1S(=O)(=O)C)C